Cl.FC=1C=CC(=C(C(=O)O)C1)NN 5-fluoro-2-hydrazinylbenzoic acid HCl salt